1-((R)-3,3-difluoro-4-((6-fluoro-5-(1-((S)-2-fluoropropyl)-1H-benzo[d][1,2,3]triazol-6-yl)-4-methoxypyrrolo[2,1-f][1,2,4]triazin-2-yl)amino)pyrrolidin-1-yl)ethan-1-one FC1(CN(C[C@H]1NC1=NN2C(C(=N1)OC)=C(C(=C2)F)C=2C=CC1=C(N(N=N1)C[C@H](C)F)C2)C(C)=O)F